1,3-bis(4-fluorophenyl) propylene (S)-benzyl N-[4-[4-amino-2-(N-(2-amino-1-methyl-2-oxo-ethyl)-4-fluoro-anilino)thiazole-5-carbonyl]phenyl]carbamate NC=1N=C(SC1C(=O)C1=CC=C(C=C1)NC(OCC1=CC=CC=C1)=O)N(C1=CC=C(C=C1)F)[C@H](C(=O)N)C.FC1=CC=C(C=C1)C=CCC1=CC=C(C=C1)F